ClC=1C=C2C=CC=C(C2=C(C1)Cl)O 6,8-dichloronaphthalen-1-ol